O=C1N2CCC2N(C1=O)C(=O)O 2,3-dioxo-1,4-diazabicyclo[3.2.0]heptane-4-carboxylic acid